3-(6-(3-Cyanocyclobutoxy)-7-(1-methyl-1H-pyrazol-4-yl)imidazo[1,2-b]pyridazin-3-yl)-N-methylbenzamide C(#N)C1CC(C1)OC=1C(=CC=2N(N1)C(=CN2)C=2C=C(C(=O)NC)C=CC2)C=2C=NN(C2)C